FC1=C(C=C2C=NN(C2=C1)C)C(=O)OC methyl 6-fluoro-1-methyl-indazole-5-carboxylate